FC=1C=C(C=C(C1N[C@H](CCN1CC(C1)F)CCC1=CC=CC=C1)F)S(=O)(=O)NC(=O)C1(CCCCC1)F (S)-N-((3,5-difluoro-4-((1-(3-fluoroazetidin-1-yl)-5-phenylpentan-3-yl)amino)phenyl)sulfonyl)-1-fluorocyclohexane-1-carboxamide